FC=1C(=NC=CC1)C(C(=O)O)C 3-fluoropyridin-2-yl-propionic acid